3-(4-((4-(2-(naphthalen-2-yl)ethyl)piperazin-1-yl)methyl)phenyl)benzamide C1=C(C=CC2=CC=CC=C12)CCN1CCN(CC1)CC1=CC=C(C=C1)C=1C=C(C(=O)N)C=CC1